N1C[C@@H](CC1)C(=O)OC(C)(C)C |r| (rac)-tert-butyl pyrrolidine-3-carboxylate